C(C1=CC=CC=C1)(=O)C=1C(=C(OC1C)CC1=CC=CC=C1)C(=O)C1=CC=C(C=C1)Cl (4-benzoyl-2-benzyl-5-methylfuran-3-yl)(4-chlorophenyl)methanone